C(C1=CC=CC=C1)OC1=NC=NC2=C(C3=C(C=C12)C=CC=C3)Br 4-(benzyloxy)-10-bromobenzo[g]quinazoline